2-(3-fluoro-6-((1S,3R)-3-methyl-1-(4-methyl-4H-1,2,4-triazol-3-yl)cyclobutyl)imidazo[1,2-a]pyridin-8-yl)-6-(((S)-3-methylpiperidin-1-yl)methyl)-4-(trifluoromethyl)isoindol-1-one FC1=CN=C2N1C=C(C=C2N2C(C1=CC(=CC(=C1C2)C(F)(F)F)CN2C[C@H](CCC2)C)=O)C2(CC(C2)C)C2=NN=CN2C